benzo-pyrane O1CC=CC2=C1C=CC=C2